C(C)(C)(C)OC(=O)N[C@H](C(=O)OCCN(C(=O)OC(C)(C)C)CC(=O)OCCOCCOCCOCCOCC(COCCCCCCCC\C=C/CCCCCCCC)OCCCCCCCC\C=C/CCCCCCCC)COC 2-[[2-[2-[2-[2-[2-[2,3-bis[(Z)-octadec-9-enoxy]propoxy]ethoxy]ethoxy]ethoxy]ethoxy]-2-oxo-ethyl]-tert-butoxycarbonyl-amino]ethyl (2S)-2-(tert-butoxycarbonylamino)-3-methoxy-propanoate